tert-butyl 1,7-dioxa-11-azadispiro[2.0.54.43]tridecane-11-carboxylate O1CC12C1(CCOCC1)CN(CC2)C(=O)OC(C)(C)C